bromine acetate salt C(C)(=O)[O-].[Br+]